[Si](C1=CC=CC=C1)(C1=CC=CC=C1)(C(C)(C)C)OCC1CCC(CC1)OCCCS(=O)(=O)C1=CC(=C(C=C1)NC1=NC=CC(=N1)C=1N(C(=NC1)C)C(C)C)C N-[4-[3-[4-[[tert-butyl(diphenyl)silyl]oxymethyl]cyclohexoxy]propylsulfonyl]-2-methyl-phenyl]-4-(3-isopropyl-2-methyl-imidazol-4-yl)pyrimidin-2-amine